FC(C1=C(C=CC(=C1)C(F)(F)F)N1N=CC(=C1C)NC(C1=CN=CC(=C1)C=1OC=CC1)=O)(F)F N-(1-(2,4-bis(trifluoromethyl)phenyl)-5-methyl-1H-pyrazol-4-yl)-5-(furan-2-yl)nicotinamide